C(#N)C1=C(C=C(C=N1)N1C(N(C(C1=O)(C)C)CC(C(=O)O)(C)C)=S)SC 3-(3-(6-cyano-5-(methylthio)pyridin-3-yl)-5,5-dimethyl-4-oxo-2-thioxoimidazolidin-1-yl)-2,2-dimethylpropanoic acid